4-(4-(2-(((3R,4S)-3-Fluoro-1-(methylsulfonyl)piperidin-4-yl)amino)-5-(trifluoromethyl)pyrimidin-4-yl)-1H-imidazol-1-yl)-2-methoxynicotinonitrile F[C@@H]1CN(CC[C@@H]1NC1=NC=C(C(=N1)C=1N=CN(C1)C1=CC=NC(=C1C#N)OC)C(F)(F)F)S(=O)(=O)C